[N].[O].[Si].[P].[Li] lithium phosphorus silicon oxygen nitrogen